3-(5-methoxy-3-pyridinyl)prop-2-yn-1-ol COC=1C=C(C=NC1)C#CCO